CC1=CC=C2N1C1=CC=CC=C1N=C2N(CCC(F)(F)F)C methyl-4-(methyl(3,3,3-trifluoropropyl)amino)pyrrolo[1,2-a]quinoxaline